3-vinyl-3'-propylbiphenyl C(=C)C=1C=C(C=CC1)C1=CC(=CC=C1)CCC